5-(1-acetoxypropyl)tetrahydrofuran-2,3-diyl diacetate C(C)(=O)OC1OC(CC1OC(C)=O)C(CC)OC(C)=O